P(=O)(O)(O)CC(=O)N[C@@H](CC(=O)O)C(=O)O.[Na] sodium phosphoacetyl-aspartic acid